(3R)-3-(4-Chlorophenyl)-2-[(5-chloropyridin-2-yl)methyl]-4-fluoro-6-[1-hydroxy-1-(1-methyl-1H-pyrazol-4-yl)ethyl]-3-[trans-3-hydroxycyclobutoxy]-2,3-dihydro-1H-isoindol-1-on ClC1=CC=C(C=C1)[C@@]1(N(C(C2=CC(=CC(=C12)F)C(C)(C=1C=NN(C1)C)O)=O)CC1=NC=C(C=C1)Cl)O[C@@H]1C[C@H](C1)O